3-(5-(7-(1-Methyl-1H-pyrazol-4-yl)quinazolin-5-yl)pyrazin-2-yl)-3,6-diazabicyclo[3.1.1]heptane-6-carboxylic acid tert-butyl ester C(C)(C)(C)OC(=O)N1C2CN(CC1C2)C2=NC=C(N=C2)C2=C1C=NC=NC1=CC(=C2)C=2C=NN(C2)C